6-(1-(2,6-bis(benzyloxy)pyridin-3-yl)-3-methyl-2-oxo-2,3-dihydro-1H-benzo[d]imidazol-5-yl)-1-methyl-1H-indole-3-carboxamide C(C1=CC=CC=C1)OC1=NC(=CC=C1N1C(N(C2=C1C=CC(=C2)C2=CC=C1C(=CN(C1=C2)C)C(=O)N)C)=O)OCC2=CC=CC=C2